(9H-fluoren-9-yl)methyl (3R,4S)-4-[(chlorocarbonyl)[(4-fluorophenyl)methyl]amino]-3-fluoropiperidine-1-carboxylate ClC(=O)N([C@@H]1[C@@H](CN(CC1)C(=O)OCC1C2=CC=CC=C2C=2C=CC=CC12)F)CC1=CC=C(C=C1)F